tert-butyl (4-(2-((6-(pyridazin-4-yl)-1-(tetrahydro-2H-pyran-2-yl)-1H-indazol-4-yl)oxy)ethoxy)butyl)carbamate N1=NC=C(C=C1)C1=CC(=C2C=NN(C2=C1)C1OCCCC1)OCCOCCCCNC(OC(C)(C)C)=O